NC1=NC=CC(=C1Cl)OC1=C(C=C(C=C1)NC(=O)C=1C(N(N=CC1)C1=CC=C(C=C1)F)=O)F N-(4-(2-amino-3-chloropyridin-4-yloxy)-3-fluorophenyl)-2-(4-fluorophenyl)-3-oxo-2,3-dihydropyridazine-4-carboxamide